N-(1-propyl-3-cyano-1H-indol-5-yl)-1-methyl-1H-imidazole-2-carboxamide C(CC)N1C=C(C2=CC(=CC=C12)NC(=O)C=1N(C=CN1)C)C#N